C12CN(CC2C1)C1=CC=C(C=N1)[C@H]1N(C[C@H](C1)O)C1=CC(=NC=N1)NC(=O)[C@@H]1[C@H](C1)C1=NC=CC(=N1)C |&1:27,28| rac-(1S,2S)-N-(6-((2S,4S)-2-(6-(3-azabicyclo[3.1.0]hex-3-yl)pyridin-3-yl)-4-hydroxypyrrolidin-1-yl)-pyrimidin-4-yl)-2-(4-methylpyrimidin-2-yl)cyclopropane-1-carboxamide